Cl(=O)(=O)(=O)[O-].[Ba+2].Cl(=O)(=O)(=O)[O-] Barium perchlorat